ClC1=CC(=C(C=C1)C1=CC=2C(=C(N=CC2)C2=CC(=CC(=C2)C)C)S1)C=COC 2-(4-Chloro-2-(2-methoxyvinyl)phenyl)-7-(3,5-dimethylphenyl)thieno[2,3-c]pyridine